5-(1-benzyl-1H-pyrazol-4-yl)-3-(pyridin-4-yl)thieno[3,2-b]pyridine C(C1=CC=CC=C1)N1N=CC(=C1)C1=CC=C2C(=N1)C(=CS2)C2=CC=NC=C2